CN(S(=O)(=O)C=1SC(=CN1)S(=O)(=O)NC1=C(C=CC=C1)N1CCCCC1)C N2,N2-Dimethyl-N5-[2-(1-piperidinyl)phenyl]thiazole-2,5-disulfonamide